methyl 1-benzyl-4-((2R)-1-(tert-butoxycarbonyl)-2-methylazetidin-3-yl)piperazine-2-carboxylate C(C1=CC=CC=C1)N1C(CN(CC1)C1[C@H](N(C1)C(=O)OC(C)(C)C)C)C(=O)OC